(triethylsilyl)trifluoromethanesulphonate C(C)[Si](CC)(CC)OS(=O)(=O)C(F)(F)F